4-cyclopropyl-6-methoxypyrimidin-5-yl-1-(4-(1-ethyl-4-(trifluoromethyl)-1H-imidazol-2-yl)benzyl)-1H-pyrazolo[3,4-d]pyrimidine C1(CC1)C1=NC=NC(=C1C1=NN(C2=NC=NC=C21)CC2=CC=C(C=C2)C=2N(C=C(N2)C(F)(F)F)CC)OC